[Si](C)(C)(C(C)(C)C)O[C@H]1C[C@H](N(C1)C(=O)OC(C)(C)C)C(=O)OC (2S,4S)-1-tert-butyl 2-methyl 4-((tert-butyldimethylsilyl)oxy)pyrrolidine-1,2-dicarboxylate